(5-(2-fluorophenyl)-4,5-dihydro-1H-pyrazol-1-yl)(1-(4-(5-(3-hydroxypropoxy)-2-methylphenyl)pyridin-2-yl)piperidin-4-yl)methanone FC1=C(C=CC=C1)C1CC=NN1C(=O)C1CCN(CC1)C1=NC=CC(=C1)C1=C(C=CC(=C1)OCCCO)C